5-[[4-(benzyloxy)-2,3,6-trimethylphenyl]methyl]-3-isopropyl-1-(4-methylbenzenesulfonyl)pyrrolo[3,2-b]pyridine C(C1=CC=CC=C1)OC1=C(C(=C(C(=C1)C)CC1=CC=C2C(=N1)C(=CN2S(=O)(=O)C2=CC=C(C=C2)C)C(C)C)C)C